CC1=NN(C(C12NC1=CC=CC=C1C=C2C2=CC=CC=C2)=O)C2=CC=CC=C2 3-Methyl-1,3'-diphenyl-1'H-spiro[pyrazole-4,2'-quinolin]-5(1H)-one